NC=1N=CC2=C(C(=C(C=C2C1)C1=CN=C2CCCN(C2=C1C)C(=O)OC(C)(C)C)F)Cl tert-Butyl 7-(3-amino-8-chloro-7-fluoro-6-isoquinolyl)-8-methyl-3,4-dihydro-2H-1,5-naphthyridine-1-carboxylate